5-((R)-2-(2,5-difluorophenyl)pyrrolidin-1-yl)-N-(4-hydroxy-4-methyl-cyclohexyl)pyrazolo[1,5-a]pyrimidine-3-carboxamide FC1=C(C=C(C=C1)F)[C@@H]1N(CCC1)C1=NC=2N(C=C1)N=CC2C(=O)NC2CCC(CC2)(C)O